pyrazolocyclononane-4-one N1N=CC2=C1CCCCCCC2=O